N-(2-(1H-imidazol-5-yl)ethyl)-6-(((2-(1H-imidazol-5-yl)ethyl)amino)methyl)-4-((12-azidododecanamido)methyl)picolinamide N1C=NC=C1CCNC(C1=NC(=CC(=C1)CNC(CCCCCCCCCCCN=[N+]=[N-])=O)CNCCC1=CN=CN1)=O